ClC1=NC=C(C(=C1)N1CC(CCC1)CC(F)(F)F)I 2-chloro-5-iodo-4-(3-(2,2,2-trifluoroethyl)piperidin-1-yl)pyridine